CC(CCC=C)(C)NC1=NC=C(C=C1C(F)(F)F)[N+](=O)[O-] N-(1,1-dimethylpent-4-enyl)-5-nitro-3-(trifluoromethyl)pyridin-2-amine